ClC1=CC=C(C=C1)[C@@]1(N(C(C2=CC(=CC=C12)C(C)(C)O)=O)CC1=CC=C(C=C1)Cl)OCC1(CC1)C(=O)O 1-(([(1R)-1-(4-chlorophenyl)-2-[(4-chlorophenyl)methyl]-5-(2-hydroxypropan-2-yl)-3-oxo-2,3-dihydro-1H-isoindol-1-yl]oxy)methyl)cyclopropane-1-carboxylic acid